(R)-5-(2-(dimethylamino)ethoxy)-2-methyl-N-(1-(2-((perfluorophenyl)methoxy)quinolin-4-yl)ethyl)benzamide CN(CCOC=1C=CC(=C(C(=O)N[C@H](C)C2=CC(=NC3=CC=CC=C23)OCC2=C(C(=C(C(=C2F)F)F)F)F)C1)C)C